C(C=C)(=O)N1CC2(CCN(C2)C2=C3C(=C(NC3=C(C=C2F)C(=O)N)C)C)CC1 4-(7-acryloyl-2,7-diazaspiro[4.4]non-2-yl)-5-fluoro-2,3-dimethyl-1H-indole-7-carboxamide